N-(4-((4-methoxy-1-methyl-5-(2,2,2-trifluoro-1-hydroxyethyl)-1H-indazol-3-yl)amino)-5-(propanoyl-3,3,3-d3)pyridin-2-yl)cyclopropanecarboxamide COC1=C2C(=NN(C2=CC=C1C(C(F)(F)F)O)C)NC1=CC(=NC=C1C(CC([2H])([2H])[2H])=O)NC(=O)C1CC1